C(#N)C1=CC=C(C=C1)C(C(=O)O)CC 2-(4-cyanophenyl)butanoic acid